NC(C(C)(C)C1=CC=C(C=C1)CC(C(=O)OCCCC)(C)C)=O butyl 3-(4-(1-amino-2-methyl-1-oxopropan-2-yl)phenyl)-2,2-dimethylpropanoate